3,6-Dihydro-4-(4-methyl-3-pentenyl)-1,2-dithiin CC(=CCCC=1CSSCC1)C